O1COC2=C1C=CC=C2C(=O)O 1,3-Benzodioxole-4-carboxylic acid